Methyl 12-chloro-9-(2-fluorophenyl)-2,5,8-triazatricyclo[8.4.0.02,6]tetradeca-1(10),3,5,8,11,13-hexaene-4-carboxylate ClC1=CC=2C(=NCC3=NC(=CN3C2C=C1)C(=O)OC)C1=C(C=CC=C1)F